(12S)-12-methyl-18-(oxan-2-yl)-9,13-dioxa-4,5,18,19-tetraazatetracyclo[12.5.2.12,5.017,20]docosa-1(19),2(22),3,14(21),15,17(20)-hexaene C[C@H]1CCOCCCN2N=CC(C3=NN(C=4C=CC(O1)=CC34)C3OCCCC3)=C2